N-(3-(chloromethyl)-1,2,4-thiadiazol-5-yl)-5-(3-cyanophenyl)-2-methylthiophene-3-carboxamide ClCC1=NSC(=N1)NC(=O)C1=C(SC(=C1)C1=CC(=CC=C1)C#N)C